Methyl 5-((2-methoxypyridin-3-yl)amino)-2-methylbenzoate COC1=NC=CC=C1NC=1C=CC(=C(C(=O)OC)C1)C